[N+](=O)([O-])C1=CC=C(C(=O)OC2CC(C2)C=2N(C3=CC=CC(=C3C2)OCC2=CC=CC=C2)C2=CC=C(C=C2)F)C=C1 [3-[4-benzyloxy-1-(4-fluorophenyl)indol-2-yl]cyclobutyl] 4-nitrobenzoate